ClC1=NC=2N(C(=C1)N(C(OC(C)(C)C)=O)C1CC1)N=CC2C#N tert-butyl (5-chloro-3-cyanopyrazolo[1,5-a]pyrimidin-7-yl)(cyclopropyl)carbamate